C(C)(C)(C)OC(=O)N1CC2=CC=CC=C2C(C1)N1C(N(C2=NC(=NC=C2C1)S(=O)(=O)C)C)=O 4-(1-methyl-7-methylsulfonyl-2-oxo-4H-pyrimido[4,5-d]pyrimidin-3-yl)-3,4-dihydro-1H-isoquinoline-2-carboxylic acid tert-butyl ester